CN1CC(C1)(C)[C@@](C=1C=C(C=NC1)C=1N=C(N(N1)C(C)C)C1CCN(CC1)C(C)=O)(C1=CC=C(C=C1)C(C)C)O 1-[4-(5-{5-[(R)-(1,3-Dimethyl-azetidin-3-yl)-hydroxy-(4-isopropyl-phenyl)-methyl]-pyridin-3-yl}-2-isopropyl-2H-[1,2,4]triazol-3-yl)-piperidin-1-yl]-ethanone